S1(C=CC=CC2=C1C=CC=C2)(=O)=O 1-benzothiepine 1,1-dioxide